1-[3-chloro-5-(trifluoromethyl)-2-pyridinyl]piperidin-4-one ClC=1C(=NC=C(C1)C(F)(F)F)N1CCC(CC1)=O